(S)-3-(9-bromo-6,7-dihydro-5H-benzo[f]imidazo[1,2-d][1,4]diazepin-2-yl)-4-(difluoromethyl)oxazolidin-2-one ethyl-3-methyl-5-(N-phenethyl-N-phenylsulfamoyl)benzofuran-2-carboxylate C(C)OC(=O)C=1OC2=C(C1C)C=C(C=C2)S(N(C2=CC=CC=C2)CCC2=CC=CC=C2)(=O)=O.BrC2=CC1=C(C=3N(CCN1)C=C(N3)N3C(OC[C@H]3C(F)F)=O)C=C2